NC=1C2=C(N=CN1)N(C=C2C2=CC=C(C1=C2CC(O1)(C)C)NC(=O)NC1=CC(=C(C=C1)CN1CCN(CC1)C)C(F)(F)F)C1CC1 1-(4-(4-AMINO-7-CYCLOPROPYL-7H-PYRROLO[2,3-D]PYRIMIDIN-5-YL)-2,2-DIMETHYL-2,3-DIHYDROBENZOFURAN-7-YL)-3-(4-((4-METHYLPIPERAZIN-1-YL)METHYL)-3-(TRIFLUOROMETHYL)PHENYL)UREA